methyl 2-bromo-2,2-difluoroacetate BrC(C(=O)OC)(F)F